C(C(=C)C)(=O)O.OC=COC1=CC=C(C(=O)C2=CC=CC=C2)C=C1 4-hydroxyvinyloxybenzophenone methacrylate